(gamma-methacryloxypropyl)trimethoxysilane C(C(=C)C)(=O)OCCC[Si](OC)(OC)OC